O\N=C(\C)/N (Z)-N'-Hydroxyacetimidamide